4-(trifluoromethyl)-1H-pyrrolo[2,3-b]pyridine-2-carboxylic acid FC(C1=C2C(=NC=C1)NC(=C2)C(=O)O)(F)F